(E)-5-(4-(2-(aziridin-1-yl)ethoxy)phenyl)-5-(4-bromophenyl)-4-phenylpent-4-en-1-ol hydrochloride Cl.N1(CC1)CCOC1=CC=C(C=C1)\C(=C(\CCCO)/C1=CC=CC=C1)\C1=CC=C(C=C1)Br